ClC1=CC(=CC(=N1)N=S(=O)(C)C)C1=C(C=CC=C1)F ((6-chloro-4-(2-fluorophenyl)pyridin-2-yl)imino)dimethyl-λ6-sulfanone